C(C)S(=O)(=O)NC1CN(CCOC1)C(=O)OC(C)(C)C tert-butyl 6-(ethylsulfonamido)-1,4-oxazepane-4-carboxylate